N-tert-butyl-3-methoxy-6-(pyrimidin-5-ylamino)pyridine-2-carboxamide C(C)(C)(C)NC(=O)C1=NC(=CC=C1OC)NC=1C=NC=NC1